1,2-Epoxy-5-cycloocteneN C12=C(CCC=CCC1)O2